CS(=O)(=O)C1=CC=C(OCCN2CCC3(CC2)C(NC2=CC=CC=C23)=O)C=C1 1'-[2-(4-methanesulfonyl-phenoxy)ethyl]-1,2-dihydrospiro[indole-3,4'-piperidin]-2-one